ClC1=C(\C=N\OC(C(=O)OCC)C)C=C(C(=C1)F)N1C(N(C(N(C1=O)C)=S)C)=O ethyl 2-({(E)-[2-chloro-5-(3,5-dimethyl-2,6-dioxo-4-sulfanylidene-1,3,5-triazinan-1-yl)-4-fluorobenzylidene]amino}oxy)propanoate